2-chloro-4-[[3-(3-fluoro-4-methoxyphenyl)imidazo[1,2-a]pyrazin-8-yl]amino]-N-(2-piperazin-1-ylethyl)benzamide ClC1=C(C(=O)NCCN2CCNCC2)C=CC(=C1)NC=1C=2N(C=CN1)C(=CN2)C2=CC(=C(C=C2)OC)F